C1CCC2=CC(=CC=C12)B(O)O 2,3-dihydro-1H-indene-5-boronic acid